ClC1=CC=C(C=C1)C1=C(CC(CC1)(F)F)CN1CCN(CC1)CC=1C=C2C(N(C(C2=CC1)=O)C1C(NC(CC1)=O)=O)=O 5-((4-((4'-chloro-4,4-difluoro-3,4,5,6-tetrahydro-[1,1'-biphenyl]-2-yl)methyl)piperazin-1-yl)methyl)-2-(2,6-dioxopiperidin-3-yl)isoindoline-1,3-dione